(S)-N-(1-(4-(4-Chloro-3-(4,4-difluoropiperidin-1-yl)benzyl)-3-methylpiperazine-1-carbonyl)-1H-pyrazol-3-yl)methanesulfonamide ClC1=C(C=C(CN2[C@H](CN(CC2)C(=O)N2N=C(C=C2)NS(=O)(=O)C)C)C=C1)N1CCC(CC1)(F)F